ClC=1C2=C(N=CN1)NC=C2 4-Chloro-7H-pyrrolo(2,3-d)pyrimidine